2-(((1s,3s)-9'-(benzyloxy)-5'-(4-fluoro-3-methylphenyl)-4',4'-dimethyl-4',5'-dihydro-3'H-spiro[cyclobutane-1,1'-pyrano[4,3-b]indol]-3-yl)oxy)acetic acid C(C1=CC=CC=C1)OC=1C=2C3=C(N(C2C=CC1)C1=CC(=C(C=C1)F)C)C(COC31CC(C1)OCC(=O)O)(C)C